(R)-3-[5-(Acetylamino-methyl)-[1,2,3]triazol-1-yl]-N-hydroxy-4-naphthalen-2-yl-butyramide C(C)(=O)NCC1=CN=NN1[C@@H](CC(=O)NO)CC1=CC2=CC=CC=C2C=C1